gallium (iii) trioxide [O-2].[O-2].[O-2].[Ga+3].[Ga+3]